C(CCC)C1(CS(C2=C(N(C1)C1=CC=CC=C1)C=C(C(=C2)O\C=C(\C(=O)OC)/F)Cl)(=O)=O)CC Methyl (Z)-3-((3-butyl-7-chloro-3-ethyl-1,1-dioxido-5-phenyl-2,3,4,5-tetrahydro-1,5-benzothiazepin-8-yl)oxy)-2-fluoroacrylate